5-amino-6-cyclopropyl-3-fluoro-N-(thiazol-4-yl)pyridine-2-sulfonamide hydrochloride Cl.NC=1C=C(C(=NC1C1CC1)S(=O)(=O)NC=1N=CSC1)F